2-(8-Chloro-1-dibenzofuranyl)-4,6-diphenyl-1,3,5-triazin ClC=1C=CC2=C(C3=C(O2)C=CC=C3C3=NC(=NC(=N3)C3=CC=CC=C3)C3=CC=CC=C3)C1